FC1=C(C=CC=C1)C1=C(C(=CN1S(=O)(=O)C1=NC=CC=C1)CNC)OC 1-(5-(2-fluorophenyl)-4-methoxy-1-(pyridin-2-ylsulfonyl)-1H-pyrrol-3-yl)-N-methyl-methanamine